C1(CC1)CC1(CCC2(OCCO2)CC1)COC(F)F 8-(cyclopropylmethyl)-8-[(difluoromethoxy)methyl]-1,4-dioxaspiro[4.5]decane